COC(=O)C1=CC=C(C=2N1N=C(C2Cl)OC)N2C[C@@H](N([C@H](C2)C)C(=O)OC(C)(C)C)C.NC2=CC=C(C=C2)C(N)=S 4-aminobenzenethioamide methyl-4-[(3S,5S)-4-tert-butoxycarbonyl-3,5-dimethyl-piperazin-1-yl]-3-chloro-2-methoxy-pyrazolo[1,5-a]pyridine-7-carboxylate